3-bromo-4-methyl-1H-indazole BrC1=NNC2=CC=CC(=C12)C